AMINOINDOLE C1=CC=C2C(=C1)C=C(N2)N